3,5-dimethyl-2-[6-[rac-(4aS,8aR)-6-cyclobutyl-3,4a,5,7,8,8a-hexahydro-2H-pyrido[3,4-b][1,4]oxazin-1-yl]pyridazin-3-yl]phenol CC=1C(=C(C=C(C1)C)O)C=1N=NC(=CC1)N1[C@H]2[C@@H](OCC1)CN(CC2)C2CCC2 |r|